BrC=1C=NN(C1)[C@@H]1[C@@H](CCCC1)NC(=O)[C@H]1N(C[C@@H](C1)O)C([C@H](C(C)(C)C)N1N=NC(=C1)C1CC1)=O (2S,4R)-N-[(1R,2S)-2-(4-bromopyrazol-1-yl)cyclohexyl]-1-[(2S)-2-(4-cyclopropyltriazol-1-yl)-3,3-dimethyl-butanoyl]-4-hydroxy-pyrrolidine-2-carboxamide